COC1=CC=2N(C=C1C=1CN(CCC1)C)C=CN2 3-(7-methoxyimidazo[1,2-a]pyridin-6-yl)-1-methyl-5,6-dihydropyridin